2-{[4-(methylsulfonyl)phenyl]amino}-4-[(1,2,3,4-tetrahydroisoquinolin-5-yl)amino]pyrimidine-5-carboxamide CS(=O)(=O)C1=CC=C(C=C1)NC1=NC=C(C(=N1)NC1=C2CCNCC2=CC=C1)C(=O)N